CC=1C=C2NC(C(=NC2=CC1)C1CCN(CC1)C(=O)OCC1=CC=CC=C1)=O benzyl 4-(6-methyl-3-oxo-3,4-dihydroquinoxalin-2-yl)piperidine-1-carboxylate